6-Nitro-1H-indole-4-carboxylic acid [N+](=O)([O-])C=1C=C(C=2C=CNC2C1)C(=O)O